FCCCC(CCCC)F 1,4-difluorooctane